C(C1=CC=CC=C1)OC1=C(C=C(C(=O)OC)C=C1)C1OCCO1 methyl 4-(benzyloxy)-3-(1,3-dioxolan-2-yl)benzoate